N1C(NC(CC1)=O)=O 5,6-dihydropyrimidine-2,4(1H,3H)-dione